4-{[3-(4-Chloro-2-hydroxy-6-methylphenyl)-7H-pyrrolo[2,3-c]pyridazin-7-yl]methyl}-1-methylpiperidin-4-ol hydrochloride Cl.ClC1=CC(=C(C(=C1)C)C1=CC2=C(N=N1)N(C=C2)CC2(CCN(CC2)C)O)O